NC=1C(=C(C2=C(S(C3=C2C=CC(=C3)N)(=O)=O)C1)C)C 3,7-diamino-dimethyldibenzothiophene-5,5-dioxide